FC1=C(C2=C(C=CC=C2C=C1)B1OC(C(O1)(C)C)(C)C)C#C[Si](C(C)C)(C(C)C)C(C)C [2-fluoro-8-(4,4,5,5-tetramethyl-1,3,2-dioxaborolan-2-yl)-1-naphthyl]ethynyl-triisopropyl-silane